1-{[2-(trimethylsilyl)ethoxy]methyl}-1H-benzimidazole C[Si](CCOCN1C=NC2=C1C=CC=C2)(C)C